1-(4-fluoro-2-methylphenyl)-3-(5-methyl-2-oxo-1,2-dihydropyridin-4-yl)-7-(trifluoromethyl)-2,3-dihydroquinazolin-4(1H)-one FC1=CC(=C(C=C1)N1CN(C(C2=CC=C(C=C12)C(F)(F)F)=O)C1=CC(NC=C1C)=O)C